NC=1N=NC(=CC1C=1C=NN(C1)C1C[C@@H]2COC[C@H](C1)N2C2CCC(CC2)C2=CC=CC=1N(CCOC12)[C@H]1C(NC(CC1)=O)=O)C1=C(C=CC=C1)O (3R)-3-[8-[4-[(1S,5R)-7-[4-[3-amino-6-(2-hydroxyphenyl)pyridazin-4-yl]pyrazol-1-yl]-3-oxa-9-azabicyclo[3.3.1]nonan-9-yl]cyclohexyl]-2,3-dihydro-1,4-benzoxazin-4-yl]piperidine-2,6-dione